Copper dodecylbenzene sulfate S(=O)(=O)([O-])[O-].C(CCCCCCCCCCC)C1=CC=CC=C1.[Cu+2]